BrC=1C=C(C=C(C1)F)CC(C(=O)OC)NC(=O)OC(C)(C)C methyl 3-(3-bromo-5-fluorophenyl)-2-{[(tert-butoxy)carbonyl]amino}propanoate